FC=1C(=CC(=NC1)OC)C1=CC(=NN1)C(=O)N1C2(CC2)C[C@H](CC1)C(=O)NC1CCC(CC1)N1CCOCC1 (S)-4-(5-(5-fluoro-2-methoxypyridin-4-yl)-1H-pyrazole-3-carbonyl)-N-((1r,4S)-4-morpholinocyclohexyl)-4-azaspiro[2.5]octane-7-carboxamide